NC1=C(C=NC=2N1N=CC2C(=O)OCC)Br ethyl 7-amino-6-bromopyrazolo[1,5-a]pyrimidine-3-carboxylate